2-((S)-4-((R)-4-chloro-2'-(((S)-1-methylindolin-2-yl)methoxy)-2,3,5',8'-tetrahydro-6'H-spiro[indene-1,7'-quinazolin]-4'-yl)-1-(2-fluoroacryloyl)piperazin-2-yl)acetonitrile ClC1=C2CC[C@@]3(CCC=4C(=NC(=NC4C3)OC[C@H]3N(C4=CC=CC=C4C3)C)N3C[C@@H](N(CC3)C(C(=C)F)=O)CC#N)C2=CC=C1